tert-Butyl 2-cyano-4-(2-(1-(2-cyanoethyl)-3-(trifluoromethyl)-1H-pyrazol-4-yl)phenyl)-4,7-dihydrothieno[2,3-c]pyridine-6(5H)-carboxylate C(#N)C1=CC2=C(CN(CC2C2=C(C=CC=C2)C=2C(=NN(C2)CCC#N)C(F)(F)F)C(=O)OC(C)(C)C)S1